tert-butyl N-[1-(7-bromo-2H-pyrazolo[4,3-c]pyridin-4-yl)-4-piperidyl]-N-cyclopropyl-carbamate BrC=1C=2C(C(=NC1)N1CCC(CC1)N(C(OC(C)(C)C)=O)C1CC1)=CNN2